mono-Boc-1,4-diaminobutane C(=O)(OC(C)(C)C)C(CCCN)N